FC(SC=1C=NC2=C(CCC3(OCCO3)C12)OC1=C(C#N)C=CC=C1)(F)F (1-(trifluoromethylthio)-5,6-dihydrospiro[3-azaindene-7,2'-[1,3]dioxolane]-4-oxy)benzonitrile